(1H-pyrazolo[3,4-b]pyridine-5-yl)boronic acid N1N=CC=2C1=NC=C(C2)B(O)O